[Cl-].[Cl-].[Cl-].[Cl-].[Zr+4] zirconium(IV) tetrachloride